CC1=C(OC2=C1C=C(C=C2)C)C(=O)N(CC=2SC=CC2)C2=NC=CC=C2 3,5-dimethyl-N-(pyridin-2-yl)-N-(thiophen-2-ylmethyl)benzofuran-2-carboxamide